1,3,5-tris(dimethylaminopropyl)hexahydrotriazine CN(C)CCCN1NN(CC(C1)CCCN(C)C)CCCN(C)C